C(CC(C(=O)O)S)C(C(=O)O)S.ClC1=CC=C(C=C1)C1(N(C(C2=CC(=CC=C12)C(=C)C)=O)[C@@H](C)C1=CC=C(C=C1)Cl)O 3-(4-chlorophenyl)-2-((S)-1-(4-chlorophenyl)ethyl)-3-hydroxy-6-(prop-1-en-2-yl)isoindolin-1-one ethylenebis(thioglycolate)